C[Si](C)(C)N[Si](C)(C)C.[K] potassium bis(trimethylsilyl)amine